(S)-N-(3,4-difluorobenzyl)-5-(2-(2-(5-fluoropyridin-2-yl)ethyl)-3-(5-methyl-1,3,4-oxadiazol-2-yl)-5-oxo-7,8,9,9a-tetrahydro-5H-pyrido[2,3-a]pyrrolizin-4-yl)thiophene-2-carboxamide FC=1C=C(CNC(=O)C=2SC(=CC2)C2=C(C(=NC3=C2C(N2CCC[C@@H]32)=O)CCC3=NC=C(C=C3)F)C=3OC(=NN3)C)C=CC1F